6-methoxy-2,5-dimethylpyridin-3-amine COC1=C(C=C(C(=N1)C)N)C